(5-chloro-1H-indazol-7-yl)pyrimidin-4-ol ClC=1C=C2C=NNC2=C(C1)C1=NC=CC(=N1)O